tert-butyl 6'-bromo-8'-chloro-3',4'-dihydro-2'H-spiro[morpholine-2,1'-naphthalene]-4-carboxylate BrC=1C=C2CCCC3(C2=C(C1)Cl)CN(CCO3)C(=O)OC(C)(C)C